C(CCC)NC(COC1=C(C=CC=C1OC)C=O)=O N-BUTYL-2-(2-FORMYL-6-METHOXYPHENOXY)ACETAMIDE